BrC=1C=C(C=CC1F)NC1=C(N=C2N1C=C(N=C2)N2CCOCC2)C=2C=CC=1N(C2)C(=NN1)CC N-(3-bromo-4-fluorophenyl)-2-(3-ethyl-[1,2,4]triazolo[4,3-a]pyridin-6-yl)-6-morpholinoimidazo[1,2-a]pyrazin-3-amine